4-chloro-N-(3-nitrophenyl)-5-(trifluoromethyl)pyrimidin-2-amine ClC1=NC(=NC=C1C(F)(F)F)NC1=CC(=CC=C1)[N+](=O)[O-]